3-[2-chloro-5-[3-chloro-5-(1,1-difluoroethyl)-2-pyridinyl]-4-fluoro-phenyl]-5-methyl-4H-isoxazole-5-carboxylic acid ethyl ester C(C)OC(=O)C1(CC(=NO1)C1=C(C=C(C(=C1)C1=NC=C(C=C1Cl)C(C)(F)F)F)Cl)C